1-(2-hydroxy-4-methoxyphenyl)-3-(4-(piperidin-1-yl)phenyl)prop-2-en-1-one Cyanoacrylat C(#N)OC(C=C)=O.OC1=C(C=CC(=C1)OC)C(C=CC1=CC=C(C=C1)N1CCCCC1)=O